N-((6-((trans-3-hydroxycyclobutyl)amino)pyridin-2-yl)sulfonyl)cyclopropane-1-carboxamide O[C@@H]1C[C@H](C1)NC1=CC=CC(=N1)S(=O)(=O)NC(=O)C1CC1